Cl\C(=C/C1SCCCS1)\C1=CC=C(C=C1)OC(F)(F)F (Z)-2-(2-chloro-2-(4-trifluoromethoxyphenyl)vinyl)-1,3-dithiane